[1-(2-fluoroethyl)-1H-pyrazol-4-yl]methanol FCCN1N=CC(=C1)CO